(3R,5S)-3,5-dihydroxy-6-heptenoic acid O[C@@H](CC(=O)O)C[C@@H](C=C)O